[N+](=O)([O-])C1=CC=C(O1)C(=O)NC1CN(CC1)C1=CC=C(C=C1)C(F)(F)F 5-Nitro-N-{1-[4-(trifluoromethyl)phenyl]pyrrolidin-3-yl}furan-2-carboxamide